8-[(2S,5R)-4-[1-(2,4-difluorophenyl)ethyl]-2,5-diethylpiperazin-1-yl]-5-methyl-6-oxo-5,6-dihydro-1,5-naphthyridine-2-carbonitrile FC1=C(C=CC(=C1)F)C(C)N1C[C@@H](N(C[C@H]1CC)C1=CC(N(C=2C=CC(=NC12)C#N)C)=O)CC